C(#N)C1=C(C=C(OC2C(C(C2(C)C)NC(=O)C2=CC=C(C=C2)N2CC3(C2)CCN(CC3)C(=O)OC(C)(C)C)(C)C)C=C1)OC tert-butyl 2-[4-[[3-(4-cyano-3-methoxy-phenoxy)-2,2,4,4-tetramethyl-cyclobutyl] carbamoyl] phenyl]-2,7-diazaspiro[3.5]nonane-7-carboxylate